ClC(C(=O)C(F)(F)Cl)(F)F 1,3-dichloro-1,1,3,3-tetrafluoroacetone